2-(3-(7-chloro-4-(dimethylamino)-2-oxoquinazolin-1(2H)-yl)phenoxy)-N-(3-(4-(dimethylamino)-2-oxopyrimidin-1(2H)-yl)phenyl)acetamide ClC1=CC=C2C(=NC(N(C2=C1)C=1C=C(OCC(=O)NC2=CC(=CC=C2)N2C(N=C(C=C2)N(C)C)=O)C=CC1)=O)N(C)C